methyl 6-(3-(3-hydroxyadamantan-1-yl)-4-methoxyphenyl)-2-naphthoate OC12CC3(CC(CC(C1)C3)C2)C=2C=C(C=CC2OC)C=2C=C3C=CC(=CC3=CC2)C(=O)OC